CCCCCCCCCCCCCC/C=C\\OC[C@H](COP(=O)([O-])OCC[NH3+])OC(=O)CCCCCCC/C=C\\CCCCCCCC The molecule is a 1-(Z)-alk-1-enyl-2-oleoyl-sn-glycero-3-phosphoethanolamine zwitterion obtained by transfer of a proton from the phosphate to the amino group of 1-(1Z-hexadecenyl)-2-oleoyl-sn-glycero-3-phosphoethanolamine; major species at pH 7.3.